2-((4-fluoro-2-methylphenyl)-amino)-N-(5-methoxypyrazin-2-yl)-4-(trifluoromethyl)-benzamide FC1=CC(=C(C=C1)NC1=C(C(=O)NC2=NC=C(N=C2)OC)C=CC(=C1)C(F)(F)F)C